rac-(3S,4S)-N-(3-cyano-4-fluorophenyl)-3-(6-isopropoxypyridin-3-yl)-1-oxo-2-(2,2,2-trifluoroethyl)-1,2,3,4-tetrahydroisoquinoline-4-carboxamide C(#N)C=1C=C(C=CC1F)NC(=O)[C@@H]1[C@H](N(C(C2=CC=CC=C12)=O)CC(F)(F)F)C=1C=NC(=CC1)OC(C)C |r|